N1CNCC2CCCCC12 perhydroquinazoline